P(O[SiH2]C=C(C)C)(F)F Dimethylvinylsilyl difluorophosphite